6-(6-chloro-2,5-dimethylpyrimidin-4-yl)-8,8-dimethyl-5,6,7,8-tetrahydro-1,6-naphthyridin-3-amine ClC1=C(C(=NC(=N1)C)N1CC=2C=C(C=NC2C(C1)(C)C)N)C